butyl 4-(4-(methoxycarbonyl)phenyl)-5-oxoazepane-1-carboxylate COC(=O)C1=CC=C(C=C1)C1CCN(CCC1=O)C(=O)OCCCC